2-(4-(trifluoromethyl)phenyl)octahydro-2H-pyrazino[1,2-a]pyrazine hydrogen chloride Cl.FC(C1=CC=C(C=C1)N1CC2N(CC1)CCNC2)(F)F